FC=1C=CC(=C(C1)C1CCN(CC1)[C@@H]1COC2(CN(C2)C=2OC=NN2)C1)O[C@@H]1COCC1 (S)-7-(4-(5-fluoro-2-(((S)-tetrahydrofuran-3-yl)oxy)phenyl)piperidin-1-yl)-2-(1,3,4-oxadiazol-2-yl)-5-oxa-2-azaspiro[3.4]octane